C(C)C1=C(C=CC=C1)N1N=C2C=CC=CC2=C1C1=CC=CC=C1 2-(2-Ethylphenyl)-3-phenyl-2H-indazole